C(C=C)N1N(C2=NC(=NC=C2C1=O)NC1=CC2=C(N=C(S2)C)C=C1)C1=NC(=CC=C1)OC1CCN(CC1)C 2-allyl-6-(2-methyl-1,3-benzothiazol-6-ylamino)-1-[6-(1-methyl-4-piperidyloxy)-2-pyridyl]-1,2-dihydro-3H-1,2,5,7-tetraazainden-3-one